CC=1N=C2N(N=C(C=C2C)C2=CN=C3C(=N2)SC(=C3)C=3C2CN(C(C3)C2)C(=O)OC(C)(C)C)C1 tert-butyl 5-(3-(2,8-dimethylimidazo[1,2-b]pyridazin-6-yl)thieno[2,3-b]pyrazin-6-yl)-2-azabicyclo[2.2.1]hept-5-ene-2-carboxylate